NC1=CC=C(C=C1)C[C@@H](C=1N=C(SC1)C=1SC=CC1)N(C([C@H](CC1=CC=CC=C1)NC(OC)=O)=O)C methyl ((S)-1-(((S)-2-(4-aminophenyl)-1-(2-(thiophen-2-yl)thiazol-4-yl)ethyl)(methyl)amino)-1-oxo-3-phenylpropan-2-yl)carbamate